C(C1=CC=CC=C1)N1N=C(C(C(=C1)OCC1=CC=CC=C1)=O)C(=O)N1[C@H](CCC1)[C@@H]([C@@H](C1=CC=CC=C1)C1=C(C=CC=C1)F)O 1-benzyl-5-(benzyloxy)-3-((R)-2-((1R,2S)-2-(2-fluorophenyl)-1-hydroxy-2-phenylethyl)pyrrolidine-1-carbonyl)pyridazin-4(1H)-one